C1(CC1)C=1C=C(C=2N(N1)C=C(N2)CN2C(C1=CC=CC=C1C2=O)=O)N2CCN(CC2)C 2-((6-cyclopropyl-8-(4-methylpiperazin-1-yl)imidazo[1,2-b]pyridazin-2-yl)methyl)isoindoline-1,3-dione